allyloxypropyl-chlorosilane C(C=C)OCCC[SiH2]Cl